F[C@H]1[C@H](CNC1)NC=1C=C2CN3[C@@H](C2=CC1)CN(C[C@H]3C)C3=C1C=CC=NC1=C(C=C3)C#N 5-[(4R,10bS)-8-[[(3S,4R)-4-fluoropyrrolidin-3-yl]amino]-4-methyl-3,4,6,10b-tetrahydro-1H-pyrazino[2,1-a]isoindol-2-yl]quinoline-8-carbonitrile